BrC1=C(C=C2[C@](NC(N(C2=C1)CC1=CC=C(C=C1)OC)=O)(C(F)(F)F)C#CC1CC1)F (S)-7-bromo-4-(cyclopropylethynyl)-6-fluoro-1-(4-methoxybenzyl)-4-(trifluoromethyl)-3,4-dihydroquinazolin-2(1H)-one